CN1CCC(CC1)C1=CC2=C(N=CC(=C2NCCCN2CCCC2)C(F)(F)F)N1 2-(1-methylpiperidin-4-yl)-N-(3-(pyrrolidin-1-yl)propyl)-5-(trifluoromethyl)-1H-pyrrolo[2,3-b]pyridin-4-amine